ClC=1N=CC(=NC1)C(=O)N(C)C 5-chloro-N,N-dimethylpyrazine-2-carboxamide